6-(benzyloxy)-2-chloro-3-(trifluoromethoxy)pyridine C(C1=CC=CC=C1)OC1=CC=C(C(=N1)Cl)OC(F)(F)F